C1(=CC=CC=C1)P(C1=C2OC=3C(=CC=CC3C(C2=CC=C1)(C)C)P(C1=CC=CC=C1)C1=CC=CC=C1)C1=CC=CC=C1 (5-diphenylphosphino-9,9-dimethyl-4-xanthenyl)-diphenylphosphine